(±)-alpha-tocopherol CC1=C(C2=C(CCC(O2)(C)CCCC(C)CCCC(C)CCCC(C)C)C(=C1O)C)C